8-isopropyl-2-(2-oxo-1,2-dihydropyridin-4-yl)-5-(4-(trifluoromethyl)benzyl)-2,5,8-triazaspiro[3.5]-nonane-6,9-dione C(C)(C)N1CC(N(C2(CN(C2)C2=CC(NC=C2)=O)C1=O)CC1=CC=C(C=C1)C(F)(F)F)=O